O1C2=C(N(CC1)C1=CC=C(C=C1)NC(C1=CC(=C(C(=C1)C=O)O)F)=O)C=CC=C2 N-(4-(2,3-dihydro-4H-benzo[b][1,4]oxazin-4-yl)phenyl)-3-fluoro-5-formyl-4-hydroxybenzamide